C(C)O[Si](COCC1CO1)(OCC)OCC triethoxyglycidoxymethyl-silane